[Li].COC1=C2C(=C(N=C1)N1N=C(N=C1)C)NC=C2C(C(=O)N2CCN(CC2)C(=O)OCC2=CC=CC=C2)=O benzyl 4-(2-(4-methoxy-7-(3-methyl-1H-1,2,4-triazol-1-yl)-1H-pyrrolo[2,3-c]pyridin-3-yl)-2-oxoacetyl)piperazine-1-carboxylate, lithium salt